FC1=CC=C(C=C1)C1=NN2C(CN(CC2)C(C=C)=O)=C1C1=CC(=NC=C1)OC 1-[2-(4-fluorophenyl)-3-(2-methoxypyridin-4-yl)-6,7-dihydropyrazolo[1,5-a]pyrazin-5(4H)-yl]prop-2-en-1-one